O1C[C@H](NCCC1)C=1C=C(C#N)C=CC1 |r| (+/-)-3-(1,4-oxazepan-3-yl)benzonitrile